NC1=C(C=C(C=N1)C#CC=1C=C(C(=O)NC=2C=C3C(CC(C3=CC2)N2CCN(CC2)C)(F)F)C=CC1C)C 3-((6-amino-5-methylpyridin-3-yl)ethynyl)-N-(3,3-difluoro-1-(4-methylpiperazin-1-yl)-2,3-Dihydro-1H-inden-5-yl)-4-methylbenzamide